heptadecane-4,4-diol CCCC(CCCCCCCCCCCCC)(O)O